2,6-dimethyl-4-hydroxypyridine CC1=NC(=CC(=C1)O)C